NC1=C(C=2C(=NC=C(N2)O)N1C1=C(C(=CC=C1C)OC)C)C(C)=O 1-[6-amino-2-hydroxy-5-(3-methoxy-2,6-dimethyl-phenyl)pyrrolo[2,3-b]Pyrazin-7-yl]Ethanone